(9S)-9-Hydroxy-12-(6-methoxypyridin-3-yl)-4-thia-2,12-diazatricyclo[7.3.0.03,7]dodeca-1,3(7),5-trien-8-one O[C@@]12C(C=3C=CSC3N=C2N(CC1)C=1C=NC(=CC1)OC)=O